CN1C[C@@H](CC1)N (3R)-1-methylpyrrolidine-3-amine